FC(C)(S(=O)(=O)C1=CC(=NN1C)C(F)(F)F)C1CCN(CC1)C(=O)OC(C)(C)C tert-Butyl 4-(1-fluoro-1-((1-methyl-3-(trifluoromethyl)-1H-pyrazol-5-yl)sulfonyl)ethyl)piperidine-1-carboxylate